C(C)(C)(C)OC(=O)N1CCC(CC1)NC(C1=CC=C(C=C1)OC[C@H](C(=O)OC)O)=O (R)-4-(4-(2-hydroxy-3-methoxy-3-oxopropoxy)benzamidyl)piperidine-1-carboxylic acid tert-butyl ester